C1(CC1)C=1C(=C(C(N2[C@@H](CSC12)C(=O)O)=O)CO)CC1=CC=CC2=CC=CC=C12 (3R)-7-cyclopropyl-5-(hydroxymethyl)-6-[(1-naphthyl)methyl]-4-oxo-1-thia-3a-aza-3-indanecarboxylic acid